FC=1C=C(SC1C1(OCCO1)C)/C=C/C(=O)OC methyl (E)-3-[4-fluoro-5-(2-methyl-1,3-dioxolan-2-yl)thiophen-2-yl]acrylate